(S)-2-(3-aminopyrrolidin-1-yl)-N-((6-cyanopyridin-3-yl)methyl)-5-hydroxy-1,7-naphthyridine-6-carboxamide N[C@@H]1CN(CC1)C1=NC2=CN=C(C(=C2C=C1)O)C(=O)NCC=1C=NC(=CC1)C#N